COC1=CC=C(CN(C(CCCCC)=O)CC2=CC=C(C=C2)OC)C=C1 N,N-bis(4-methoxybenzyl)hexanamide